C(=O)(OC(C)(C)C)N=C(N)N monobocguanidine